COC=1C=C2C(=NC=NC2=CC1)N1CCN(CCC1)S(=O)(=O)N 4-(6-methoxyquinazolin-4-yl)-1,4-diazacycloheptane-1-sulfonamide